1-(5-fluoro-2-methoxy-phenyl)-3-{2-methyl-1-[3-(pyridin-3-yl)-1,2,4-oxadiazol-5-yl]-propyl}urea FC=1C=CC(=C(C1)NC(=O)NC(C(C)C)C1=NC(=NO1)C=1C=NC=CC1)OC